[N+](=O)([O-])C=1C=C(CC(C(=O)OCC)C(=O)C)C=CC1 ethyl 2-(3-nitrobenzyl)-acetoacetate